NCCCC=C 5-Aminopenten